FC(OC1=CC=C(C=C1)C(C)(C)C=1N=C(SC1)N)(F)F 4-(2-(4-(trifluoromethoxy)phenyl)propan-2-yl)thiazol-2-amine